3,13-Dimethylnonacosane CC(CC)CCCCCCCCCC(CCCCCCCCCCCCCCCC)C